BrC1=CC=C(C(=N1)NCC1=CC=C(C=C1)OC)N 6-Bromo-N2-(4-methoxybenzyl)pyridine-2,3-diamine